3-[[2-(benzhydrylideneamino)-3-methoxy-4-pyridyl]methyl]-7-[(3-fluoro-2-pyridyl)oxy]-4-methyl-chromen-2-one C(C1=CC=CC=C1)(C1=CC=CC=C1)=NC1=NC=CC(=C1OC)CC=1C(OC2=CC(=CC=C2C1C)OC1=NC=CC=C1F)=O